C(C)(C)(C)OC(C1=C(C=CC=C1)NC(C)C=1C=C(C=C2C(C=C(OC12)C=1C=C2CN(C(C2=CC1)=O)C)=O)C)=O 2-[1-[6-methyl-2-(2-methyl-1-oxo-isoindolin-5-yl)-4-oxo-chromen-8-yl]ethylamino]benzoic acid tert-butyl ester